C1(CC1)[C@H]([C@@H](CC(=O)[O-])C)NC(CN1C(C(C2=C(C(=CC=C12)C1CC1)F)(C)C)=O)=O (3r,4s)-4-cyclopropyl-4-(2-(5-cyclopropyl-4-fluoro-3,3-dimethyl-2-oxoindol-1-yl) acetamido)-3-methylbutanoate